8-(1-(3-(Methoxy-d3)propyl)-1H-pyrazol-4-yl)-1-(4-methoxybenzyl)-4-(5-methyloxazol-2-yl)-1,3-dihydro-2H-benzo[b]azepin-2-one C(OCCCN1N=CC(=C1)C=1C=CC2=C(N(C(CC(=C2)C=2OC(=CN2)C)=O)CC2=CC=C(C=C2)OC)C1)([2H])([2H])[2H]